1,4-Cyclohexandiamin C1(CCC(CC1)N)N